3H-spiro[1-benzofuran-2,4'-piperidine]-3-amine N1CCC2(CC1)OC1=C(C2N)C=CC=C1